OCCN1CCC(CC1)C[N+]1=NOC(=C1)[N-]C(NC1=CC(=CC(=C1)C(F)(F)F)NC(CC1=CC=CC=C1)=O)=O (3-((1-(2-Hydroxyethyl)piperidin-4-yl)methyl)-1,2,3-oxadiazol-3-ium-5-yl)((3-(2-phenylacetamido)-5-(trifluoromethyl)phenyl)-carbamoyl)amide